4-[(3-chloro-4-fluorophenyl)amino]-6-nitro-7-((S)-tetrahydrofurane-3-yloxy)-quinazoline ClC=1C=C(C=CC1F)NC1=NC=NC2=CC(=C(C=C12)[N+](=O)[O-])O[C@@H]1COCC1